C(CCCCCCCCCCC)C1=C2C=CC=CC2=NC=2C3=C(C=CC12)C=CC=C3 7-dodecyl-benzo[c]acridine